5-Chloro-1-(6-fluoro-3-(4-(cyclopentylcarbonyl)piperazine-1-carbonyl)benzyl)quinazoline ClC1=C2C=NCN(C2=CC=C1)CC1=CC(=CC=C1F)C(=O)N1CCN(CC1)C(=O)C1CCCC1